4-([1,1'-Biphenyl]-3-yl)-2-amino-6-(benzylthio)pyridine-3,5-dinitrile C1(=CC(=CC=C1)C1=C(C(=NC(=C1C#N)SCC1=CC=CC=C1)N)C#N)C1=CC=CC=C1